1-(4-amino-1-piperidinyl)-2-methyl-propan-2-ol dihydrochloride Cl.Cl.NC1CCN(CC1)CC(C)(O)C